tertiary butyl 1-(piperidin-4-ylmethyl)azetidin-3-carboxylate N1CCC(CC1)CN1CC(C1)C(=O)OC(C)(C)C